C=C1CC(=CC(=C1)OC#N)OC#N 3-methylene-1,5-phenylene cyanate